C(C)(C)N1N=CC=C1C(=O)Cl isopropyl-1H-pyrazole-5-carbonyl chloride